N-(4-chloro-3-{6-oxo-4-[6-(2,2,2-trifluoroethoxy)pyridin-3-yl]-1,6-dihydropyrimidin-2-yl}benzyl)isobutyramide ClC1=C(C=C(CNC(C(C)C)=O)C=C1)C=1NC(C=C(N1)C=1C=NC(=CC1)OCC(F)(F)F)=O